CN1C(=NN=C1)CC1(COC1)C1=CC=C2CN(C(C2=C1)=O)C1=CC(=CC(=C1)CN1C[C@H](CCC1)C)C (S)-6-(3-((4-Methyl-4H-1,2,4-triazol-3-yl)methyl)oxetan-3-yl)-2-(3-methyl-5-((3-methylpiperidin-1-yl)methyl)phenyl)isoindolin-1-one